(3-(4-(4-fluorophenyl)-3,6-dihydropyridin-1(2H)-yl)-3-oxopropyl)-7-methyl-3,7-dihydro-4H-pyrrolo[2,3-d]pyrimidin-4-one FC1=CC=C(C=C1)C=1CCN(CC1)C(CCC=1NC(C2=C(N1)N(C=C2)C)=O)=O